ethyl (2S,3R)-2,3-dibromo-4,4,4-trifluorobutyrate Br[C@@H](C(=O)OCC)[C@@H](C(F)(F)F)Br